FC1=C2C(N(C=NC2=CC(=C1)C=1C=C(C=2N(C1)C=C(N2)C)F)[C@H]2C[C@@H](NCC2)C)=O trans-5-fluoro-7-(8-fluoro-2-methylimidazo[1,2-a]pyridin-6-yl)-3-(2-methylpiperidin-4-yl)quinazolin-4(3H)-one